(9-(phenyl-d5)-9H-carbazol-3-yl)boronic acid C1(=C(C(=C(C(=C1[2H])[2H])[2H])[2H])[2H])N1C2=CC=CC=C2C=2C=C(C=CC12)B(O)O